ClC1=C(C=CC=C1)[C@H]1[C@@H](NC2=CC(=CC=3C(NN=C1C32)=O)F)C3CCOCC3 (11S,12S)-12-(2-chlorophenyl)-7-fluoro-11-(oxan-4-yl)-2,3,10-triazatricyclo[7.3.1.0^{5,13}]trideca-1,5(13),6,8-tetraen-4-one